C1(CC1)N1CCC(CC1)C(=O)NC=1N=CC2=CC=C(C=C2C1)C1=CN=C(N1C)C 1-cyclopropyl-N-(6-(1,2-dimethyl-1H-imidazol-5-yl)isoquinolin-3-yl)piperidine-4-carboxamide